3-methyl-6-propyl-pyridine-4-carboxamide CC=1C=NC(=CC1C(=O)N)CCC